OC[C@H](C1=CC=CC=C1)NC1=CC(=NC=C1C1=NC(=NO1)C1=CC=NC=C1)NC1=NC=C2C(=N1)N(NC2=O)C (S)-6-((4-((2-hydroxy-1-phenylethyl)amino)-5-(3-(pyridin-4-yl)-1,2,4-oxadiazol-5-yl)pyridin-2-yl)amino)-1-methyl-1,2-dihydro-3H-pyrazolo[3,4-d]pyrimidin-3-one